ferrocene bis(4-(trifluoromethyl)phenyl)phosphonite FC(C1=CC=C(C=C1)OPOC1=CC=C(C=C1)C(F)(F)F)(F)F.[CH-]1C=CC=C1.[CH-]1C=CC=C1.[Fe+2]